1-Hydroxybutyl Vinyl Ether C(=C)OC(CCC)O